(S)-5-(1-isopropyl-1H-pyrazol-4-yl)-N-methyl-3-(1-phenylethoxy)-1H-pyrrole-2-carboxamide C(C)(C)N1N=CC(=C1)C1=CC(=C(N1)C(=O)NC)O[C@@H](C)C1=CC=CC=C1